(2-(2-methoxyethoxy)ethyl)-3-(6-(methylamino)imidazo[1,2-a]pyridin-3-yl)benzenesulfonamide COCCOCCC1=C(C=CC=C1C1=CN=C2N1C=C(C=C2)NC)S(=O)(=O)N